C[C@@]1(NC(C2=CC(=CC=C12)[N+](=O)[O-])=O)C(=O)OC(C)(C)C tert-Butyl (S)-1-methyl-5-nitro-3-oxoisoindoline-1-carboxylate